4-(4-((R)-1-(4-(((2-((S)-2,6-dioxopiperidin-3-yl)-1-oxoisoindolin-4-yl)oxy)methyl)phenyl)ethyl)piperazin-1-yl)-3-fluorobenzonitrile O=C1NC(CC[C@@H]1N1C(C2=CC=CC(=C2C1)OCC1=CC=C(C=C1)[C@@H](C)N1CCN(CC1)C1=C(C=C(C#N)C=C1)F)=O)=O